CO[C@@H]1[C@H](CNC1)NC(OC(C)(C)C)=O tert-butyl ((3S,4S)-4-methoxypyrrolidin-3-yl)-carbamate